(S)-2-((6-((4-acetyl-3-fluorobenzyl)oxy)-3',6'-dihydro-[2,4'-bipyridin]-1'(2'H)-yl)methyl)-1-(oxetan-2-ylmethyl)-1H-benzo[d]imidazole-6-carboxylic acid methyl ester COC(=O)C=1C=CC2=C(N(C(=N2)CN2CCC(=CC2)C2=NC(=CC=C2)OCC2=CC(=C(C=C2)C(C)=O)F)C[C@H]2OCC2)C1